Isopropylmyristate C(C)(C)OC(CCCCCCCCCCCCC)=O